2-(4-amidinophenyl)-6-indolylcarbamate dihydrochloride Cl.Cl.C(N)(=N)C1=CC=C(C=C1)C=1NC2=CC(=CC=C2C1)NC(O)=O